ClC1=C(C=CC=C1)CN1N=C(C=C1C1=CC(=CC=C1)OC(C)C)COC(C(=O)O)(C)C 2-([1-[(2-Chlorophenyl)methyl]-5-(3-isopropoxyphenyl)1H-pyrazol-3-yl]methoxy)-2-methylpropanoic acid